2,2-bis(4-fluorophenyl)-3-methylsuccinic acid FC1=CC=C(C=C1)C(C(=O)O)(C(C(=O)O)C)C1=CC=C(C=C1)F